(6aR,9R)-N,N-diethyl-7-(2-(pyridin-2-yl)ethyl)-4,6,6a,7,8,9-hexahydroindolo[4,3-fg]quinoline-9-carboxamide C(C)N(C(=O)[C@H]1CN([C@@H]2CC=3C4=C(C2=C1)C=CC=C4NC3)CCC3=NC=CC=C3)CC